OC1=CC(=CC=C1)O 1,3-Dihydroxybenzol